C/C(/C(CC)=O)=C\C1=CC=C(C=C1)C (E)-4-methyl-5-(4-methylphenyl)-pent-4-en-3-one